C(C)N(C(OCC1=CC(=C(C=C1)Cl)Cl)=O)CC 3,4-dichlorobenzyl N,N-diethylcarbamate